NC1=C(C(C#N)=CC=C1)C#N aminomonophthalonitrile